BrC1=C(N(N=C1)C)OCCN(C(OC(C)(C)C)=O)C tert-butyl N-[2-(4-bromo-2-methyl-pyrazol-3-yl) oxyethyl]-N-methyl-carbamate